4-methyl-imidazole chloride salt [Cl-].CC=1N=CNC1